C1(CCCC1)[C@@H](CC#N)N1N=CC(=C1)C=1C2=C(N=CN1)N(C=C2)C(C(C)C2=CC(=CC=C2)OC2=CC=CC=C2)=O (3R)-3-cyclopentyl-3-(4-(7-(2-(3-phenoxyphenyl)propionyl)-7H-pyrrolo[2,3-d]pyrimidin-4-yl)-1H-pyrazol-1-yl)propionitrile